C(C)OC(CC=C)=O ethyl-vinyl-acetate